BrC=1C=C(C=CC1)[C@@H](C(=O)O)O (S)-(+)-2-(3-bromophenyl)-2-hydroxyacetic acid